tert-butyl 3-(5-fluoro-7-{8-fluoro-2-methylimidazo[1,2-a]pyridin-6-yl}-4-oxoquinazolin-3-yl)pyrrolidine-1-carboxylate FC1=C2C(N(C=NC2=CC(=C1)C=1C=C(C=2N(C1)C=C(N2)C)F)C2CN(CC2)C(=O)OC(C)(C)C)=O